C(=O)OC methyl formate